OCCOC=1C=C(CNCCC(=O)NCCCNC2=NC3=C(C4=CN=CC=C24)C=CC(=C3)C(=O)O)C=CC1 5-((3-(3-((3-(2-Hydroxyethoxy)benzyl)amino)propanamido)propyl)amino)benzo[c][2,6]naphthyridine-8-carboxylic acid